C(C)(C)(C)OC(=O)N(CCC1=NC(=CC=C1[N+](=O)[O-])OC)CC1=C(C=CC=C1OC(F)F)NC1=C(C(=O)OC)C=C(C(=C1)F)F methyl 2-((2-(((tert-butoxycarbonyl) (2-(6-methoxy-3-nitropyridin-2-yl) ethyl)-amino) methyl)-3-(difluoromethoxy) phenyl) amino)-4,5-difluoro-benzoate